di(2-methylbutyl) phthalate C(C=1C(C(=O)OCC(CC)C)=CC=CC1)(=O)OCC(CC)C